CC(COC(CCCCCCC\C=C/CCCC)=O)(C)C (Z)-9-tetradecenoic acid-2,2-dimethyl-1-propyl ester